5-methyl-3-oxohexanamide CC(CC(CC(=O)N)=O)C